(exo)-N-(8-amino-7-chloro-6-(4-methylpyridin-3-yl)isoquinolin-3-yl)-3-(tert-butyldiphenylsilyloxy)bicyclo[3.1.0]hexane-6-carboxamide NC=1C(=C(C=C2C=C(N=CC12)NC(=O)C1C2CC(CC12)O[Si](C1=CC=CC=C1)(C1=CC=CC=C1)C(C)(C)C)C=1C=NC=CC1C)Cl